Cl.C[C@H]1OC2=NC=CC(C3=NNC=4C=CC(OCCCOC1)=CC34)=N2 (8R)-8-methyl-7,10,14-trioxa-5,19,20,23-tetraazatetracyclo[13.5.2.12,6.018,21]tricosa-1(20),2(23),3,5,15(22),16,18(21)-heptaene Hydrogen chloride